[N-](S(=O)(=O)C(F)(F)F)S(=O)(=O)C(F)(F)F.C(=C)N1C=[N+](C=C1)CC=C 1-Vinyl-3-allylimidazolium bis(trifluoromethanesulfonyl)imide